4-(4-amino-7-bromo-1-methylpyrrolo[3,2-c]pyridin-3-yl)-N-[(fluorocyclopropyl)methyl]-2-methoxybenzamide NC1=NC=C(C2=C1C(=CN2C)C2=CC(=C(C(=O)NCC1(CC1)F)C=C2)OC)Br